CN(C1=NC=NC2=C(C=C(C=C12)SC(F)(F)F)C(F)(F)F)[C@@H](C)C=1N(N=CN1)C1=NC=CC=N1 N-methyl-N-[(1S)-1-(2-pyrimidin-2-yl-1,2,4-triazol-3-yl)ethyl]-8-(trifluoromethyl)-6-(trifluoromethylsulfanyl)quinazolin-4-amine